N-[2-cyano-4-fluoro-3-([[3-methyl-1-(oxan-2-yl)pyrazolo[3,4-b]pyridin-5-yl]oxy]methyl)phenyl]-5-fluoro-2-methoxypyridine-3-sulfonamide C(#N)C1=C(C=CC(=C1COC=1C=C2C(=NC1)N(N=C2C)C2OCCCC2)F)NS(=O)(=O)C=2C(=NC=C(C2)F)OC